4-Cyclopropyltetrahydrofuran-3-yl (8-amino-7-fluoro-6-(8-methyl-2,3-dihydro-1H-pyrido[2,3-b][1,4]oxazin-7-yl)isoquinolin-3-yl)carbamate NC=1C(=C(C=C2C=C(N=CC12)NC(OC1COCC1C1CC1)=O)C1=C(C2=C(OCCN2)N=C1)C)F